methyl 2-(methoxy(3-octyl-1,2,4-oxadiazol-5-yl)methyl)acrylate COC(C(C(=O)OC)=C)C1=NC(=NO1)CCCCCCCC